[2-(2,2-Di-octadeca-6,9,12-trienyl-[1,3]dioxolan-4-yl)-ethyl]-dimethylamine C(CCCCC=CCC=CCC=CCCCCC)C1(OCC(O1)CCN(C)C)CCCCCC=CCC=CCC=CCCCCC